N(=[N+]=[N-])C\C=C/COC1=CC=CC=C1 (Z)-((4-azidobut-2-en-1-yl)oxy)benzene